B([O-])([O-])[O-].BrC1=C(C(C(=O)[O-])=CC=C1)OF.C(C)[N+](C)(CC)CC.C(C)[N+](CC)(CC)C.C(C)[N+](CC)(CC)C.C(C)[N+](CC)(CC)C triethylmethylammonium bromofluorosalicylate borate